3-(1,3-dioxoisoindolin-2-yl)-4-iodo-1H-pyrazolo[3,4-b]pyridine 7-oxide O=C1N(C(C2=CC=CC=C12)=O)C1=NNC2=[N+](C=CC(=C21)I)[O-]